NC=1C=2O[C@@H](C3=CC(=CC=C3C=3C=CC=CC3CC=3N(N=C(C3C(=CN1)C2)C#N)C)F)C (20R)-23-amino-17-fluoro-5,20-dimethyl-21-oxa-4,5,24-triazapentacyclo[20.3.1.02,6.08,13.014,19]hexacosa-1(25),2(6),3,8(13),9,11,14,16,18,22(26),23-undecaene-3-carbonitrile